(R)-N-(2-(4-Cyanothiazolidin-3-yl)-2-oxoethyl)-8-methyl-6-morpholinoquinoline-4-carboxamide C(#N)[C@H]1N(CSC1)C(CNC(=O)C1=CC=NC2=C(C=C(C=C12)N1CCOCC1)C)=O